NC1=NC=CC2=C(C=CC=C12)C=1C=C2C(=NN(C2=CC1)[C@@H]1CN(CC1)C(=O)OCC)COC1=C(C(=CC=C1)C1CC1)CC(=O)OCC (S)-ethyl 3-(5-(1-aminoisoquinolin-5-yl)-3-((3-cyclopropyl-2-(2-ethoxy-2-oxoethyl)phenoxy)methyl)-1H-indazol-1-yl)pyrrolidine-1-carboxylate